1-{2-[(3S)-3,4-dimethylpiperazin-1-yl]-5-fluoropyridin-4-yl}-N-(2-{imidazo[1,2-a]pyridin-3-yl}propan-2-yl)azetidine-3-carboxamide C[C@H]1CN(CCN1C)C1=NC=C(C(=C1)N1CC(C1)C(=O)NC(C)(C)C1=CN=C2N1C=CC=C2)F